C(#N)C=1C=CC(=C(C1)C=1N(C=CN1)C)C1=CC(=NC(=C1)N1C=NC2=C(C1=O)NC(=C2)CNCCOC)C2CC2 2-[5-cyano-2-[2-cyclopropyl-6-[6-[(2-methoxyethylamino)methyl]-4-oxo-5H-pyrrolo[3,2-d]pyrimidin-3-yl]pyridin-4-yl]phenyl]-1-methylimidazole